2,2,4-Trimethylsilacyclopentan CC1([SiH2]CC(C1)C)C